C(C)(C)(C)OC(NCC(CO)(F)F)=O.C(C)(C)(C)OC(=O)N(C1=NC(=CC=C1)CBr)C(=O)OC(C)(C)C 2-[bis(t-butoxycarbonyl)amino]-6-(bromomethyl)pyridine tert-butyl-N-(2,2-difluoro-3-hydroxy-propyl)carbamate